COC1=C(C=C(C=C1)N1CCN(CC1)CCC)NS(=O)(=O)C1=CC=C(C2=CC=CC=C12)NC(C1=C(C=CC=C1)C)=O N-(4-(N-(2-methoxy-5-(4-propylpiperazin-1-yl)phenyl)sulfamoyl)naphthalen-1-yl)-2-methylbenzamide